NC1=CC=C(C=C1)CCNC(=N)N 1-(4-aminophenyl-ethyl)guanidine